C(C)(=O)O[C@@H]1C(O[C@@H]([C@@H]1OC(C)=O)CN1N=CC=2C1=NC(=NC2NC2CCCC2)Cl)OCP(O)(O)=O ((((3S,4S,5R)-3,4-diacetoxy-5-((6-chloro-4-(cyclopentylamino)-1H-pyrazolo[3,4-d]pyrimidin-1-yl)methyl)tetrahydrofuran-2-yl)oxy)methyl)phosphonic acid